4-((2-methoxy-3-(pyridin-2-yl)phenyl)amino)-2-(pyridin-2-ylamino)pyrimidine-5-carboxylic acid COC1=C(C=CC=C1C1=NC=CC=C1)NC1=NC(=NC=C1C(=O)O)NC1=NC=CC=C1